Dicyclohexyl[3-(1,1-dimethylethoxy)-6-methoxy-2',6'-bis(1-methylethyl)[1,1'-biphenyl]-2-yl]phosphine C1(CCCCC1)P(C1=C(C(=CC=C1OC(C)(C)C)OC)C1=C(C=CC=C1C(C)C)C(C)C)C1CCCCC1